2-(6-methoxy-1H-indol-3-yl)ethane-1-amine COC1=CC=C2C(=CNC2=C1)CCN